C12(CC3CC(CC(C1)C3)C2)P(CCNCCP(C23CC1CC(CC(C2)C1)C3)C31CC2CC(CC(C3)C2)C1)C12CC3CC(CC(C1)C3)C2 bis[2-(diadamantylphosphino)ethyl]amine